N-(2-(azetidin-3-yl)ethyl)-5-((2,3-dichlorophenyl)thio)-6-methylpyrazin-2-amine N1CC(C1)CCNC1=NC(=C(N=C1)SC1=C(C(=CC=C1)Cl)Cl)C